C(C)(C)(C)[S@](=O)N[C@H](C1=CC(=CS1)C(NO)=N)C1CC1 5-((S)-(((S)-tert-butylsulfinyl)amino)(cyclopropyl)methyl)-N-hydroxythiophene-3-carboximidamide